(E)-1-(2-(4-Fluorophenyl)-2-oxoethyl)-4-((hydroxyimino)methyl)pyridin-1-ium bromide [Br-].FC1=CC=C(C=C1)C(C[N+]1=CC=C(C=C1)/C=N/O)=O